2-hydroxy-2,3-diphenylpropionic acid OC(C(=O)O)(CC1=CC=CC=C1)C1=CC=CC=C1